IC1CC2(CN(C2)C(=O)OC(C)(C)C)C1 tert-butyl 6-iodo-2-azaspiro[3.3]heptane-2-carboxylate